4-(methylamino)butanoic acid 3,5-dinitrobenzyl ester [N+](=O)([O-])C=1C=C(COC(CCCNC)=O)C=C(C1)[N+](=O)[O-]